ClC=1C=CC2=C(C=C(O2)C2=CN=CC3=C2SCCN3S(=O)(=O)C32CC(C3)(C2)C#N)C1 3-((8-(5-chlorobenzofuran-2-yl)-2,3-dihydro-4H-pyrido[4,3-b][1,4]thiazin-4-yl)sulfonyl)-1-cyano-bicyclo[1.1.1]pentane